FC(C1=C(C#N)C=CC(=C1)N1C=C(C=2C(C(CCC12)F)O)SC(F)(F)F)F 2-(Difluoromethyl)-4-(5-fluoro-4-hydroxyl-3-((trifluoromethyl)thio)-4,5,6,7-tetrahydro-1H-indol-1-yl)benzonitrile